C(#N)C1=CC=C(OC(C(=O)NC=2SC3=C(N2)C=C(C(=C3)OC)OC)C3=CC=C(C=C3)OCCN3CCCC3)C=C1 2-(4-Cyano-phenoxy)-N-(5,6-dimethoxy-benzothiazol-2-yl)-2-[4-(2-pyrrolidin-1-yl-ethoxy)-phenyl]-acetamide